C(CCCCCCCCCCCCCCC)C(C(=O)O)(SCC(=O)O)CCCCCCCCCCCCCCCCCC.COC(CN1CCC(CC1)N1N=C2C=C(C(=CC2=C1)NC(=O)C1=NC(=CC=C1)C(F)(F)F)OC)OC N-(2-(1-(2,2-dimethoxyethyl)piperidin-4-yl)-6-methoxy-2H-indazol-5-yl)-6-(trifluoromethyl)pyridinecarboxamide palmityl-stearyl-2,2'-thiodiacetate